6-((6,7-dimethoxyquinolin-4-yl)oxy)pyridazin-3-amine COC=1C=C2C(=CC=NC2=CC1OC)OC1=CC=C(N=N1)N